ricinoleic acid methyl ester sodium [Na].COC(CCCCCCC\C=C/C[C@H](O)CCCCCC)=O